ClC=1C=C(C(=O)N2CC=3C(=NN4CCN(CC(C43)(F)F)C(=O)N)C[C@H]2C)C=CC1Cl (3R)-2-(3,4-Dichlorobenzoyl)-11,11-difluoro-3-methyl-1,2,3,4,7,8,10,11-octahydro-9H-pyrido[4',3':3,4]pyrazolo[1,5-d][1,4]diazepine-9-carboxamide